C12COCC(CC1)N2CC2(CC2)COC2=NC=1C(=C(C3=C(C1C=N2)COC3)C3=NC=C(C2=C3C(=C(S2)N)C#N)F)F 4-(3-((1-((3-Oxa-8-azabicyclo[3.2.1]octan-8-yl)methyl)cyclopropyl)methoxy)-5-fluoro-7,9-dihydrofuro[3,4-f]quinazolin-6-yl)-2-amino-7-fluorothieno[3,2-c]pyridine-3-carbonitrile